ClC1NC(CNC1)OC 2-chloro-6-methoxypiperazine